decanylbenzenesulfonic acid C(CCCCCCCCC)C1=C(C=CC=C1)S(=O)(=O)O